(6-(piperidin-4-oxy)pyridin-2-yl)methanol hydrochloride Cl.N1CCC(CC1)OC1=CC=CC(=N1)CO